((trimethylsilyl)ethynyl)phenol C[Si](C)(C)C#CC1=C(C=CC=C1)O